C(#N)C1=CC=C(C2=C1OCO2)C2C(=C(NC1=C(C=NC(=C21)O)C)C)C(=O)OCCC#N 2-cyanoethyl 4-(7-cyanobenzo[d][1,3]dioxol-4-yl)-5-hydroxy-2,8-dimethyl-1,4-dihydro-1,6-naphthyridine-3-carboxylate